(3S,4S)-tert-butyl 3-fluoro-4-((6-(6-(2-hydroxypropan-2-yl)imidazo[1,2-a]pyridin-3-yl)pyridin-2-yl)amino)pyrrolidine-1-carboxylate F[C@H]1CN(C[C@@H]1NC1=NC(=CC=C1)C1=CN=C2N1C=C(C=C2)C(C)(C)O)C(=O)OC(C)(C)C